N,N-Dimethyl-4-((5-methyl-2-phenylimidazo[1,2-a]pyridin-3-yl)methyl)aniline CN(C1=CC=C(C=C1)CC1=C(N=C2N1C(=CC=C2)C)C2=CC=CC=C2)C